CC1=C(C=CC=C1COC=1C=CC2=C(N(CN(C2)CC(=O)OC)C)N1)C1=C(C=CC=C1)C Methyl 2-(7-((2,2'-dimethyl-[1,1'-biphenyl]-3-yl)methoxy)-1-methyl-1,4-dihydropyrido[2,3-d]pyrimidin-3(2H)-yl)acetate